CN1C=CC2=CC(=CC=C12)C(=O)OC Methyl 1-methyl-1H-indole-5-carboxylate